(1R)-1-[(2R)-1-benzyl-2-methyl-pyrrolidin-2-yl]ethanol C(C1=CC=CC=C1)N1[C@@](CCC1)(C)[C@@H](C)O